COC=1C=C(CN2C=CC3=C2N=CN=C3NC3=CC=C2C=NNC2=C3)C=C(C1)OC 7-(3,5-Dimethoxybenzyl)-N-(1H-indazol-6-yl)-7H-pyrrolo[2,3-d]pyrimidin-4-amine